C1(=CC=CC=C1)P(C1=C2OC=3C(=CC=CC3C(C2=CC=C1)(C)C)P(C1=CC=CC=C1)C1=CC=CC=C1)C1=CC=CC=C1 (5-(diphenylphosphino)-9,9-dimethyl-9H-xanthene-4-yl)diphenylphosphine